3-methyl-1-((S)-1-phenylethyl)-N5-(2-(tetrahydro-2H-pyran-3-yl)ethyl)-1H-pyrazole-3,5-dicarboxamide CC1(NN(C(=C1)C(=O)NCCC1COCCC1)[C@@H](C)C1=CC=CC=C1)C(=O)N